OCCON1C=2N=C(NC(C2N=C1)=O)NC 9-2-hydroxy-ethoxy-methylguanine